COC(C1=C(C(=CC=C1OCC(=O)OC(C)(C)C)[N+](=O)[O-])N)=O.FC1=CC=C(C=C1)C=1N=CC(=NC1C1=CC2=C(N=CN2C)C=C1)C(=O)N 5-(4-fluorophenyl)-6-(3-methyl-3H-benzo[d]imidazol-5-yl)pyrazine-2-carboxamide methyl-2-amino-6-(2-(tert-butoxy)-2-oxoethoxy)-3-nitrobenzoate